(2S)-2-{[(tert-butoxy)carbonyl]amino}-6-(2,5,8,11,14,17,20,23-octaoxahexacosan-26-amido)hexanoic acid C(C)(C)(C)OC(=O)N[C@H](C(=O)O)CCCCNC(CCOCCOCCOCCOCCOCCOCCOCCOC)=O